3-(2-(7,8-Dimethyl-[1,2,4]triazolo[1,5-a]pyridin-6-yl)-3-isopropyl-1H-indol-5-yl)-N-(2-(methylsulfonyl)ethyl)cyclobutan-1-amin CC1=C(C=2N(C=C1C=1NC3=CC=C(C=C3C1C(C)C)C1CC(C1)NCCS(=O)(=O)C)N=CN2)C